FC=1C=CC(=C(C1)COC1=CC=C(C=C1)CCC(=O)O)C1=CC=C(C=C1)C 3-[4-[[5-fluoro-2-(4-methylphenyl)phenyl]methoxy]phenyl]propanoic acid